(5-(4-ethylpiperazin-1-yl)pyridin-2-yl)-5-fluoropyrimidin C(C)N1CCN(CC1)C=1C=CC(=NC1)C1=NC=C(C=N1)F